O[C@@H]1[C@@H](CN(CCC1)C(=O)OC(C)(C)C)C1=CC=C(C=C1)C(=O)OC tert-butyl (3R,4S)-4-hydroxy-3-(4-(methoxycarbonyl)phenyl)azepane-1-carboxylate